CS(=O)(=O)C1=CC=C(C=C1)C1=CC=2C=NC=CC2N1 2-(4-(methylsulfonyl)phenyl)-1H-pyrrolo[3,2-c]pyridine